N1=C(C=CC=C1)CCOC1=CC=C(C=C1)CO (4-(2-(pyridin-2-yl)ethoxy)phenyl)methanol